(S)-(4-chloro-2-(2-hydroxypropan-2-yl)thiazol-5-yl)(4-(4-fluorobenzo[d]thiazol-2-yl)-6,7-dihydro-1H-imidazo[4,5-c]pyridin-5(4H)-yl)methanone ClC=1N=C(SC1C(=O)N1[C@@H](C2=C(CC1)NC=N2)C=2SC1=C(N2)C(=CC=C1)F)C(C)(C)O